OC1=C(C[C@H](N)C(=O)O)C=CC=C1 2-hydroxyphenylalanin